BrC1=CC(=NC=C1)NC(=O)CCN(C(OC(C)(C)C)=O)CCCNC(C)=O tert-butyl N-{2-[(4-bromopyridin-2-yl)carbamoyl]ethyl}-N-(3-acetamidopropyl)carbamate